CN1C[C@H]([C@@H](CC1)NC(C(COC1=NC=CC=C1OC(F)(F)F)(C)C)=O)C trans-N-(1,3-dimethylpiperidin-4-yl)-2,2-dimethyl-3-((3-(trifluoromethoxy)pyridin-2-yl)oxy)propanamide